2-tetrahydropyran-3-ylideneacetonitrile O1CC(CCC1)=CC#N